N-benzyl-2,6-dichloro-N-methylisonicotinamide C(C1=CC=CC=C1)N(C(C1=CC(=NC(=C1)Cl)Cl)=O)C